ClC=1C=C(C=C(C1)CS(=O)(=O)C)B1OC(C(O1)(C)C)(C)C 2-[3-chloro-5-(methylsulfonylmethyl)phenyl]-4,4,5,5-tetramethyl-1,3,2-dioxaborolane